CCCCCCCCCC(=O)OCC(COP(=O)(O)O)OC(=O)CCCCCCCCC The molecule is a phosphatidic acid in which both of the phosphatidyl acyl groups are specified as decanoyl. It is a phosphatidic acid and a decanoate ester. It is a conjugate acid of a didecanoylphosphatidate(2-).